C(/C1=CC=CC=C1)=N\C(C(=O)OCC)(CCCC)C ethyl (E)-2-(benzylidene amino)-2-methylhexanoate